6-{[(1R)-1-(4-chlorophenyl)-7-fluoro-5-[1-(4-fluoropiperidin-4-yl)-1-hydroxypropyl]-3-oxo-1-[(3S)-oxocyclopent-3-yloxy]-2,3-dihydro-1H-isoindol-2-yl]methyl}pyridine-3-carbonitrile ClC1=CC=C(C=C1)[C@@]1(N(C(C2=CC(=CC(=C12)F)C(CC)(O)C1(CCNCC1)F)=O)CC1=CC=C(C=N1)C#N)O[C@@H]1CC(CC1)=O